C(C)(C)(C)OC(=O)N1C[C@@H](CC1)NC=1C=C2C=CC=NC2=C(C1)C (R)-3-((8-methylquinolin-6-yl)amino)pyrrolidine-1-carboxylic acid tert-butyl ester